3,4-dihydroxybenzoic acid acetate C(C)(=O)O.OC=1C=C(C(=O)O)C=CC1O